CCCCC[C@H]1[C@@H](O1)[C@@H](/C=C\\C/C=C\\C/C=C\\CCCC(=O)[O-])O The molecule is an epoxy(hydroxy)icosatrienoate that is the conjugate base of (13R)-hydroxy-(14S,15S)-epoxyicosa-(5Z,8Z,11Z)-trienoic acid, obtained by deprotonation of the carboxy group. It is a conjugate base of a (13R)-hydroxy-(14S,15S)-epoxyicosa-(5Z,8Z,11Z)-trienoic acid.